BrC1=CC=C(C2=C1C=C(O2)C=2C=C(C(=C(C2)O)O)O)O 5-(4-bromo-7-hydroxybenzofuran-2-yl)benzene-1,2,3-triol